(R)-1-(6-aminopyridin-2-yl)piperidine-3-carboxylic acid ethyl ester C(C)OC(=O)[C@H]1CN(CCC1)C1=NC(=CC=C1)N